O1C(=CC=C1)C1=NC(=C(N=C1C=1OC=CC1)C=1OC=CC1)C=1OC=CC1 2,3,5,6-tetrakis(furan-2-yl)pyrazine